C(C)N1N=CC2=CC=CC=C12 1-ethylindazole